FC(OC1=CC=C(C=C1)S(=O)(=O)Cl)(F)F 4-(trifluoromethoxy)phenylsulfonyl chloride